CN1C=2N(CC[C@@H](C1=O)NC(=O)C=1N=CC3=C(N1)C1(CCCC1)OC3)N=CC2 N-[(6S)-4-Methyl-5-oxo-7,8-dihydro-6H-pyrazolo[1,5-a][1,3]diazepin-6-yl]spiro[5H-furo[3,4-d]pyrimidin-7,1'-cyclopentan]-2-carboxamid